C(C1=CC=CC=C1)(=O)N1CC(C1)C=1C=CC=C2C=C(N(C12)CC1CC1)C1=NC2=C(N1C)C(=CC(=C2)C(=O)N2[C@@H]1CC[C@H](C2)[C@H]1N)OC (1R,4R,7R)-2-{2-[7-(1-Benzoylazetidin-3-yl)-1-(cyclopropylmethyl)-1H-indol-2-yl]-7-methoxy-1-methyl-1H-1,3-benzodiazol-5-carbonyl}-2-azabicyclo[2.2.1]heptan-7-amin